COC1=CN=CC(=N1)[C@H]1N(OCC1)C(=O)[C@@H]1CC[C@H](CC1)CN1N=CC2=CC(=CC=C12)C#N trans-1-[[4-[(3S)-3-(6-methoxypyrazin-2-yl)isoxazolidine-2-carbonyl]cyclohexyl]methyl]indazole-5-carbonitrile